Trans-3-(benzyloxy)-N-(1-(2,6-dimethoxyphenyl)-2-(6-ethoxypyridin-2-yl)-1H-imidazo[4,5-b]pyrazin-6-yl)cyclobutane-1-sulfonamide C(C1=CC=CC=C1)O[C@@H]1C[C@H](C1)S(=O)(=O)NC1=CN=C2C(=N1)N(C(=N2)C2=NC(=CC=C2)OCC)C2=C(C=CC=C2OC)OC